tert-butyl (2R,3S)-8-bromo-2,5-dimethyl-4-oxo-2,3,4,5-tetrahydropyrido[3,2-b][1,4]oxazepin-3-ylcarbamate BrC1=CC=2O[C@@H]([C@@H](C(N(C2N=C1)C)=O)NC(OC(C)(C)C)=O)C